BrC=1C=C2C=C(N(C2=CC1)[C@@]1([C@H](C1)C)C1=NOC(N1)=O)C(=O)N(C1=CC=CC=C1)C 5-bromo-N-methyl-1-((1S,2S)-2-methyl-1-(5-oxo-4,5-dihydro-1,2,4-oxadiazol-3-yl)cyclopropyl)-N-phenyl-1H-indole-2-carboxamide